CN1N=C(C=CC1=O)NC1=NN2C(C=C(C=C2)C=2N(N=CC2OC[C@@H]2N(CC2)C)C)=C1 2-methyl-6-[[5-[2-methyl-4-[[(2R)-1-methylazetidin-2-yl]methoxy]pyrazol-3-yl]pyrazolo[1,5-a]pyridin-2-yl]amino]pyridazin-3-one